2,3-Difluoropropyl trifluoromethanesulfonate FC(S(=O)(=O)OCC(CF)F)(F)F